chromite copper [Cu+2].[Cr](=O)([O-])[O-]